ethylquinoline-8-amine C(C)C1=NC2=C(C=CC=C2C=C1)N